N-(3-cyano-1,5,5-trimethyl-4-oxocyclohex-2-en-1-yl)-N-methylbenzamide C(#N)C1=CC(CC(C1=O)(C)C)(C)N(C(C1=CC=CC=C1)=O)C